COCCN1C(N(C2=CC=C(C=C2C1=O)NC(NC=1C=C(C(=O)O)C=CC1)=O)CCN1CCCCC1)=O 3-(3-(3-(2-Methoxyethyl)-2,4-dioxo-1-(2-(piperidin-1-yl)ethyl)-1,2,3,4-tetrahydroquinazolin-6-yl)ureido)benzoic acid